C(N)(OCC(S(=O)(=O)CCCOC1=CC=C(C=C1)N1[C@@H]2CN(C[C@H](C1)CC2(C)C)CC2=CC=CC=C2)C(C)(C)C)=O tert-butyl-(2-((3-(4-((1r,5s)-3-benzyl-9,9-dimethyl-3,6-diazabicyclo[3.2.2]nonan-6-yl) phenoxy) propyl) sulfonyl) ethyl) carbamate